CC(C#CC1=CC=C(OC2=C(N=NN2)C(=O)O)C=C1)(C)C 5-(4-(3,3-dimethylbut-1-ynyl)phenoxy)-1H-1,2,3-triazole-4-carboxylic acid